Benzyl 4-(methylsulfonyloxymethyl)piperidine-1-carboxylate CS(=O)(=O)OCC1CCN(CC1)C(=O)OCC1=CC=CC=C1